ClC1=C(OC=2C(=C3C=NN(C3=CC2)C2CCOCC2)NC2=C3C(N(C(C3=CC=C2)=O)C2C(NC(CC2)=O)=O)=O)C=CC=C1 4-[[5-(2-chlorophenoxy)-1-tetrahydropyran-4-yl-indazol-4-yl]amino]-2-(2,6-dioxo-3-piperidyl)isoindoline-1,3-dione